(S)-ethyl 3-(4-((5-fluoro-2-methoxybenzamido)methyl)phenyl)-1-(1,1,1-trifluoropropan-2-yl)-5-(tritylamino)-1H-pyrazole-4-carboxylate FC=1C=CC(=C(C(=O)NCC2=CC=C(C=C2)C2=NN(C(=C2C(=O)OCC)NC(C2=CC=CC=C2)(C2=CC=CC=C2)C2=CC=CC=C2)[C@H](C(F)(F)F)C)C1)OC